CC1(N(CCC1)CCNC(=O)C=1C=C(C(=NC1)C)C=1N2C(SC1C1=NN(C(C=C1)=O)COCC[Si](C)(C)C)=C(C=N2)C(=O)N)C (5-((2-(2,2-dimethylpyrrolidin-1-yl)ethyl)carbamoyl)-2-methylpyridin-3-yl)-2-(6-oxo-1-((2-(trimethylsilyl)ethoxy)methyl)-1,6-dihydropyridazin-3-yl)pyrazolo[5,1-b]thiazole-7-carboxamide